nickel-barium zirconium yttrium oxide [O-2].[Y+3].[Zr+4].[Ba+2].[Ni+2]